C1(CCCCCCCCCCC(=O)OCCO1)=O Ethylene 1,12-dodecanedioate